N-[1-(5-methoxy-2-pyrimidin-2-yl-pyrazol-3-yl)ethyl]-3,5-bis(trifluoromethyl)benzamide COC=1C=C(N(N1)C1=NC=CC=N1)C(C)NC(C1=CC(=CC(=C1)C(F)(F)F)C(F)(F)F)=O